ClC=1C=C(C=C(C1)Cl)C1=CC(=C(C(=C1)C)F)OC=1C=NC(=NC1)SC 5-((3',5'-dichloro-4-fluoro-5-methyl-[1,1'-biphenyl]-3-yl)oxy)-2-(methylthio)pyrimidine